[Si](C)(C)(C(C)(C)C)OCC=1N=NC(=CC1NC1=CC(=NC=N1)NC(=O)CN1CCC(CC1)C(=O)OC(C)(C)C)C1=C(C=CC(=C1)Cl)F tert-butyl 1-[({6-[(3-{[(tert-butyldimethylsilyl)oxy]methyl}-6-(5-chloro-2-fluorophenyl)pyridazin-4-yl)amino]pyrimidin-4-yl}carbamoyl)methyl]piperidine-4-carboxylate